ClC1=NC=2N(C=C1)C(=C(N2)C2=NC(=NN2)C(F)(F)F)C2=CN=CN2 5-[7-chloro-3-(1H-imidazol-5-yl)imidazo[1,2-a]pyrimidin-2-yl]-3-(trifluoromethyl)-1H-1,2,4-triazole